CC1=C(C(=C2C(=C1O)C(=O)C(=C(O2)C3=CC(=C(C=C3)O)O)O)C)O dimethylquercetin